[C@H](C)(CC)OC1=NC=C(C=N1)C=1C=CC(N(N1)CC=1C=NC=C(C1)F)=O (S)-6-(2-(sec-butoxy)pyrimidin-5-yl)-2-((5-fluoropyridin-3-yl)methyl)pyridazine-3(2H)-one